1-(7,8-difluoroimidazo[1,5-a]pyridin-3-yl)-N,N-dimethylpropan-2-amine FC1=C(C=2N(C=C1)C(=NC2)CC(C)N(C)C)F